C(CC=C)C1=NC(=NO1)CC1CN(CCC1)C=1C2=C(N=C(N1)OC[C@]13CCCN3C[C@@H](C1)F)C(=C(N=C2)Cl)F 5-(but-3-en-1-yl)-3-((1-(7-chloro-8-fluoro-2-(((2R,7aS)-2-fluorotetrahydro-1H-pyrrolizin-7a(5H)-yl)methoxy)pyrido[4,3-d]pyrimidin-4-yl)piperidin-3-yl)methyl)-1,2,4-oxadiazole